5-(3,5-dihydroxy-4-isopropylphenyl)-2-phenyl-1,2,4-oxadiazole OC=1C=C(C=C(C1C(C)C)O)C1=NCN(O1)C1=CC=CC=C1